FC(C)(F)C=1C=C(C=NC1)N 5-(1,1-difluoroethyl)pyridin-3-amine